C(=O)C1=CC=C(C=C1)N1C(N=C(C=C1)NC(=O)N1CCN(CC1)C(C(C)(C)NC(OC(C)(C)C)=O)=O)=O tertbutyl N-[1-(4-{[1-(4-formylphenyl)-2-oxo-1,2-dihydropyrimidin-4-yl]carbamoyl}piperazin-1-yl)-2-methyl-1-oxopropan-2-yl]carbamate